sodium vanadium phosphate sodium natrium [Na+].[Na+].P(=O)([O-])([O-])[O-].[V+5].[Na+]